N-(5-((4-chlorobenzyl)oxy)-1,3,4-thiadiazol-2-yl)-3-(2-ethynylphenyl)pyridine ClC1=CC=C(COC2=NN=C(S2)N2CC(=CC=C2)C2=C(C=CC=C2)C#C)C=C1